Br[SiH]1C[SiH](C1)Br 1,3-dibromo-1,3-disilacyclobutane